ACETYLENE OXIDE C1=CO1